The molecule is a cephalosporin having [4-(1-methylpyridinium-4-yl)-1,3-thiazol-2-yl]sulfanyl and {(2Z)-2-(ethoxyimino)-2-[5-(phosphonoamino)-1,2,4-thiadiazol-3-yl]acetyl}amino side groups located at positions 3 and 7 respectively. The N-phospho prodrug of ceftaroline, a broad-spectrum antibiotic active against methicillin-resistant Staphylococcus aureus (MRSA). It is used for the treatment of adults with acute bacterial skin and skin structure infections. It has a role as an antibacterial drug, an antimicrobial agent and a prodrug. It is an iminium betaine, a cephalosporin, a member of 1,3-thiazoles, an oxime O-ether, a member of thiadiazoles and an organic phosphoramidate. It derives from a ceftaroline. CCO/N=C(/C1=NSC(=N1)NP(=O)(O)O)\\C(=O)N[C@H]2[C@@H]3N(C2=O)C(=C(CS3)SC4=NC(=CS4)C5=CC=[N+](C=C5)C)C(=O)[O-]